ClC=1C=CC2=CN(N=C2C1)CCCCC 6-chloro-2-pentyl-2H-indazole